N-[6-(4-chlorophenyl)-1,3-benzothiazol-2-yl]-8-oxo-6,7-dihydro-5H-indolizine-5-carboxamide ClC1=CC=C(C=C1)C1=CC2=C(N=C(S2)NC(=O)C2N3C=CC=C3C(CC2)=O)C=C1